CN1CC(C1)(C)[C@@](C=1C=C(C=NC1)C1=NOC(=N1)C(C([2H])([2H])[2H])(C([2H])[2H])O)(C1=CC=C(C=C1)C(C)C)O 2-(3-(5-((R)-(1,3-dimethylazetidin-3-yl)(hydroxy)(4-isopropylphenyl)methyl)pyridin-3-yl)-1,2,4-oxadiazol-5-yl)propan-1,1,1,3,3-d5-2-ol